NC(C(CCC)O)([2H])[2H] 1-amino-1,1-dideuterio-pentan-2-ol